(2S,3S)-3-(2-bromo-4-methylphenyl)butan-2-ol BrC1=C(C=CC(=C1)C)[C@@H]([C@H](C)O)C